ClC1=CC=C2C(=N1)NC=C2S(=O)(=O)NC2=NC(=C(C(=N2)OC)OC(F)F)OC 6-chloro-N-[5-(difluoromethoxy)-4,6-dimethoxy-pyrimidin-2-yl]-1H-pyrrolo[2,3-b]pyridine-3-sulfonic acid amide